C(C)OC(=O)C=1C(=NC(=NC1C)C1=CC=C(C=C1)OCCC(C)(C)C)Cl 4-chloro-2-(4-(3,3-dimethylbutoxy)phenyl)-6-methylpyrimidine-5-carboxylic acid ethyl ester